BrC1=CC=C(C=C1)N(C1=CC=C(C=C1)N(C1=CC=C(C=C1)CCCC)C1=CC=C(C=C1)Br)C1=CC=C(C=C1)CCCC bis(4-bromophenyl)-N,N'-bis(4-butylphenyl)-1,4-phenylenediamine